C(=O)(OC(C)(C)C)N1C=C(C2=CC=C(C=C12)C#N)B1OC(C)(C)C(C)(C)O1 1-BOC-6-cyanoindole-3-boronic acid pinacol ester